C[C@@H]1O[C@@H](CN(C1)C1=CC(=NC=N1)NC(C1=NC(=CC=C1)C=1C=NN(C1)C)=O)C N-(6-((2S,6R)-2,6-dimethylmorpholino)pyrimidin-4-yl)-6-(1-methyl-1H-pyrazol-4-yl)picolinamide